[Li].[Li].C(C1=CC=C(C(=O)O)C=C1)(=O)O terephthalic acid dilithium